3-[4-[4-[1-[[4-[4-Amino-3-(difluoromethyl)pyrazol-1-yl]cyclohexyl]methyl]-3,3-difluoro-4-piperidyl]piperazin-1-yl]-3-methyl-2-oxo-benzimidazol-1-yl]piperidine-2,6-dione NC=1C(=NN(C1)C1CCC(CC1)CN1CC(C(CC1)N1CCN(CC1)C1=CC=CC=2N(C(N(C21)C)=O)C2C(NC(CC2)=O)=O)(F)F)C(F)F